3-(3-(Benzyloxy)-2,4-difluoro-5-(trifluoromethyl)phenyl)-6-bromo-1-methyl-1H-pyrazolo[4,3-b]pyridine C(C1=CC=CC=C1)OC=1C(=C(C=C(C1F)C(F)(F)F)C1=NN(C=2C1=NC=C(C2)Br)C)F